(1S,2R)-tert-butyl 2-(2-hydroxyethyl)cyclopropanecarboxylate OCC[C@@H]1[C@H](C1)C(=O)OC(C)(C)C